N-(2-ethyl-5-fluoropyridin-3-yl)-7-methoxy-2-(tetrahydro-2H-pyran-4-yl)imidazo[1,2-a]pyridine-6-carboxamide C(C)C1=NC=C(C=C1NC(=O)C=1C(=CC=2N(C1)C=C(N2)C2CCOCC2)OC)F